OC(CCCCC\C=C/CCCCCCCC)=O (8Z)-oxaheptadec-8-en-2-one